(S)-1'-(9-(1-(2-methylpyridin-4-yl)vinyl)-7H-pyrazolo[4,3-e][1,2,4]triazolo[4,3-c]pyrimidin-5-yl)-1,3-dihydro-spiro[inden-2,4'-piperidin]-1-amine CC1=NC=CC(=C1)C(=C)C1=NNC2=C1C=1N(C(=N2)N2CCC3(CC2)[C@@H](C2=CC=CC=C2C3)N)C=NN1